C(CC)(=O)O.OC1=CC=C(C(=O)C2=CC=CC=C2)C=C1 4-hydroxybenzophenone propionate